dimethyl-octadecyl-(3-trimethoxysilylpropyl)ammonium chloride [Cl-].C[N+](CCC[Si](OC)(OC)OC)(CCCCCCCCCCCCCCCCCC)C